FC1=CC=C(C=C1)N1N=CC2=C1C[C@@H]1CCN(C[C@]1(C2)C(=O)OC)S(=O)(=O)C2=CC=C(C=C2)C(F)(F)F (4aR,8aS)-methyl 1-(4-fluorophenyl)-6-((4-(trifluoromethyl)phenyl)sulfonyl)-4,4a,5,6,7,8,8a,9-octahydro-1H-pyrazolo[3,4-g]isoquinoline-4a-carboxylate